(S)-4-methoxy-2-((1-(5-(4-methoxyphenyl)-1,3,4-oxadiazol-2-yl)ethyl)carbamoyl)pyridin-3-yl isobutyrate C(C(C)C)(=O)OC=1C(=NC=CC1OC)C(N[C@@H](C)C=1OC(=NN1)C1=CC=C(C=C1)OC)=O